5-(8-((1S,2S)-2-(7-fluoro-1-(2,2,2-trifluoroethyl)-1H-pyrazolo[4,3-c]pyridin-6-yl)cyclopropyl)imidazo[1,2-b]pyridazin-6-yl)pyrimidine-2,4(1H,3H)-dione FC=1C2=C(C=NC1[C@@H]1[C@H](C1)C=1C=3N(N=C(C1)C=1C(NC(NC1)=O)=O)C=CN3)C=NN2CC(F)(F)F